C(C)(=O)N1CC(C1)C N-acetyl-3-methyl-azetidin